N(F)(F)F.[O].[W] tungsten oxygen nitrogen fluoride